C1(CC1)C1=C(C(=NO1)C1=C(C=NC=C1Cl)Cl)C1=CC2(C1)CCN(CC2)C=2SC1=C(N2)C=C(C(=C1)C(=O)O)OC (2-(5-cyclopropyl-3-(3,5-dichloropyridin-4-yl)isoxazol-4-yl)-7-azaspiro[3.5]non-1-en-7-yl)-5-methoxybenzo[d]thiazole-6-carboxylic acid